dipentyl 2,3-dineopentylsuccinate C(C(C)(C)C)C(C(=O)OCCCCC)C(C(=O)OCCCCC)CC(C)(C)C